COC(CCC(C)(C1=CC(=C(C=C1)O)C)C1=CC(=C(C=C1)O)C)=O 4,4-bis(4'-hydroxy-3'-methyl-phenyl)pentanoic acid methyl ester